ClC=1C(N(C(=CC1OCC1=C(CNC(OC2COCC2)=O)C=C(C=C1)F)C)C1=C(C=CC=C1F)F)=O tetrahydrofuran-3-yl 2-((3-chloro-1-(2,6-difluorophenyl)-1,2-dihydro-6-methyl-2-oxopyridin-4-yloxy) methyl)-5-fluorobenzylcarbamate